ethyl 2-[4-(3-carbamoyltetrahydrofuran-3-yl)phenyl]propanoate C(N)(=O)C1(COCC1)C1=CC=C(C=C1)C(C(=O)OCC)C